5-[difluoro(phenyl)methyl]-7-(3,3-difluoropyrrolidin-1-yl)-3-{[2-(isothiocyanatomethyl)phenyl]methyl}-3H-[1,2,3]triazolo[4,5-d]pyrimidine FC(C=1N=C(C2=C(N1)N(N=N2)CC2=C(C=CC=C2)CN=C=S)N2CC(CC2)(F)F)(C2=CC=CC=C2)F